OC(CN1CCCCC1)COC 1-(2-hydroxy-3-methoxypropyl)piperidine